C(CC1=CC=CC=C1)C1(CCNCC1)C1=NC=CC=C1 2-(4-phenethylpiperidin-4-yl)pyridine